C1=C(NC(=O)C(=C1[O-])CCC(=O)C(=O)O)C(=O)O The molecule is an oxo carboxylic acid anion that is the conjugate base of 5-(3'-carboxy-3'-oxopropyl)-4,6-dihydroxypicolinic acid. It is a conjugate base of a 5-(3'-carboxy-3'-oxopropyl)-4,6-dihydroxypicolinic acid.